2-(4-piperidinyl)-6-fluorobenzoimidazole dihydrochloride Cl.Cl.N1CCC(CC1)C=1NC2=C(N1)C=C(C=C2)F